N1CC(CC1)CC(=O)[O-] pyrrolidin-3-ylacetate